diphenyllauryl dithiophosphite P(SCCCCCCCCCCCC(C1=CC=CC=C1)C1=CC=CC=C1)([S-])[O-]